tert-butyl 5-((7-bromo-6-(2-cyanoethyl)-8-fluoro-3-iodo-2-(((S)-1-methylpyrrolidin-2-yl)methoxy)quinolin-4-yl)amino)-2-azabicyclo[2.1.1]hexane-2-carboxylate BrC1=C(C=C2C(=C(C(=NC2=C1F)OC[C@H]1N(CCC1)C)I)NC1C2CN(C1C2)C(=O)OC(C)(C)C)CCC#N